FC=1C=CC(=C2C(=NNC12)I)OC 7-fluoro-3-iodo-4-methoxy-1H-indazole